C1(CC1)N1N=CC(=C1)NC1=NC=C(C(=N1)C1=CC=C(C=C1)NCC1(CC1)C#N)C 1-(((4-(2-((1-cyclopropyl-1H-pyrazol-4-yl)amino)-5-methylpyrimidin-4-yl)phenyl)amino)methyl)cyclopropane-carbonitrile